N1-(4-cyclohexylphenyl)cyclohexane-1,4-diamine C1(CCCCC1)C1=CC=C(C=C1)NC1CCC(CC1)N